(R)-1-((3R,4R)-4-(2-chlorophenyl)-1-(2,2-difluoroethyl)pyrrolidine-3-carbonyl)-4-fluoro-N-((R,Z)-4-(methylsulfonyl)but-3-en-2-yl)azepane-4-carboxamide ClC1=C(C=CC=C1)[C@H]1[C@H](CN(C1)CC(F)F)C(=O)N1CC[C@](CCC1)(C(=O)N[C@H](C)\C=C/S(=O)(=O)C)F